CC1=NC2=CC=C(C=C2C=C1)C1=NC(=NO1)C1CN(CC1)C#N 3-(5-(2-Methylquinolin-6-yl)-1,2,4-oxadiazol-3-yl)pyrrolidine-1-carbonitrile